C12COCC(CC1)N2C2=NC=C(C=N2)OC2=CN=C(S2)NC(OC(C)(C)C)=O tert-butyl (5-((2-(3-oxa-8-azabicyclo[3.2.1]octan-8-yl)pyrimidin-5-yl)oxy)thiazol-2-yl)carbamate